C(C)(C)(C)OC(=O)N1C[C@H](CC1)CC(=O)OC(C)(C)C.ClC1=NC=C(C=N1)C1=C(C=C(C=C1)C(F)(F)F)[N+](=O)[O-] 2-chloro-5-(4-trifluoromethyl-2-nitrophenyl)pyrimidine Tert-butyl-(R)-3-(2-(tert-butoxy)-2-oxoethyl)pyrrolidine-1-carboxylate